(S)-2-bromo-7-(methoxymethyl)-8-((2-(trimethylsilyl)ethoxy)methyl)-4,5,7,8-tetrahydro-3-oxa-1-thia-5a,8-diazabenzo[cd]azulen-9(6H)-one BrC=1SC=2C(N([C@@H](CN3C2C1OCC3)COC)COCC[Si](C)(C)C)=O